CC(C(=O)O)(O)S(=O)(=O)O sulfolactic acid